arsenic lead-zinc sulfide [S-2].[Zn+2].[Pb+2].[As+3]